6-(7-bromo-6,8-difluoro-2-(((2R,7aS)-2-fluorohexahydro-1H-pyrrolizin-7a-yl)methoxy)quinazolin-4-yl)-1-oxa-6-azaspiro[3.5]nonane BrC1=C(C=C2C(=NC(=NC2=C1F)OC[C@]12CCCN2C[C@@H](C1)F)N1CC2(CCO2)CCC1)F